FC=1C=CC(=NC1)N1CCN(C2=CC=CC=C12)C(=O)N[C@H]1CNCC1 (R)-4-(5-fluoropyridin-2-yl)-N-(pyrrolidin-3-yl)-3,4-dihydroquinoxaline-1(2H)-carboxamide